1,2-diphenyl-N1-(3-phenylpropyl)-N2-(p-toluenesulfonyl)-1,2-ethanediamine C1(=CC=CC=C1)C(C(NS(=O)(=O)C1=CC=C(C)C=C1)C1=CC=CC=C1)NCCCC1=CC=CC=C1